N1C=NC2=C1C=CC(=C2)N=CC2=C(C=C(C=C2F)C=2C=NN(C2)C(F)(F)F)F N-(1H-benzo[d]imidazol-5-yl)-1-(2,6-difluoro-4-(1-(trifluoromethyl)-1H-pyrazol-4-yl)phenyl)methanimine